C(C1=CC=CC=C1)N1N=CC(=C1)C=1C=NC=2CCN(CC2C1)C1=C(C=C(C=N1)C#N)C 6-[3-(1-benzylpyrazol-4-yl)-7,8-dihydro-5H-1,6-naphthyridin-6-yl]-5-methyl-pyridine-3-carbonitrile